C(C1=CC=CC=C1)N1CC(C(CC1)CCNC(=O)N1CCN(CC1)C1=CC(=C(C(=C1)F)F)F)CO N-{2-[1-benzyl-3-(hydroxymethyl)piperidin-4-yl]ethyl}-4-(3,4,5-trifluorophenyl)piperazine-1-carboxamide